OCC Hydroxyethan